N1-(6,7-dimethoxy-3-((4-methoxyphenyl)sulfonyl)quinolin-4-yl)-N3,N3-diethylpropane-1,3-diamine COC=1C=C2C(=C(C=NC2=CC1OC)S(=O)(=O)C1=CC=C(C=C1)OC)NCCCN(CC)CC